C(N)(=N)C=1C=C(SC1)[C@@H](C)NC(=O)[C@H]1N([C@H]2C[C@]2(C1)COCCCCCC(=O)OCC)C(CNC(CCCOC1=CC=CC=C1)=O)=O ethyl 6-(((1S,3S,5R)-3-(((R)-1-(4-carbamimidoylthiophen-2-yl)ethyl)carbamoyl)-2-((4-phenoxybutanoyl)glycyl)-2-azabicyclo[3.1.0]hexan-5-yl)methoxy)hexanoate